CN(C1(CCC2(C[C@@H](C([C@@]2(N)CC2(CCC2)C)=O)N)CC1)C1=CC=CC=C1)C cis-8-dimethylamino-1-[(1-methyl-cyclobutyl)-methyl]-8-phenyl-1,3-diaminospiro[4.5]decan-2-one